3-((R)-6-chloro-5H-imidazo[5,1-a]isoindol-5-yl)tetrahydro-2H-pyran-4-ol ClC1=C2[C@H](N3C(C2=CC=C1)=CN=C3)C3COCCC3O